C1CC2=CC=CC=C2C(C3=CC=CC=C31)NCCCCCCC(=O)O The molecule is a carbocyclic fatty acid that is 5-aminoheptanoic acid in which one of the hydrogens attached to the nitrogen is replaced by a 10,11-dihydro-5H-dibenzo[a,d][7]annulen-5-yl group. A tricyclic antidepressant, it was never approved in the US and was withdrawn from the French market in 1999 due to concerns over abuse, dependence and severe acne. It has a role as a dopamine uptake inhibitor and an antidepressant. It is a carbocyclic fatty acid, a secondary amino compound, an amino acid and an organic tricyclic compound. It derives from a hydride of a dibenzo[a,d][7]annulene.